C(CC(=O)[O-])(=O)OC(C)(C)C monotert-butyl malonate